2-(4-nitro-1H-pyrrol-2-yl)-2-oxoacetamide [N+](=O)([O-])C=1C=C(NC1)C(C(=O)N)=O